BrC1=C2C(=NNC2=CC=C1)N1CCOCC1 4-bromo-3-(morpholin-4-yl)-1H-indazole